ClC1=NC(=NC=C1)C1=CC(=CC=C1)C(F)(F)F chloro-2-(3-trifluoromethylphenyl)-pyrimidine